biphenol diacrylate C(C=C)(=O)OC=1C(=CC=CC1)C=1C(=CC=CC1)OC(C=C)=O